N-(2-(4-aminobutanamido)ethyl)-4-((3-(1-(cyanomethyl)-3-(trifluoromethyl)-1H-pyrazol-4-yl)imidazo[1,2-a]pyrazin-8-yl)amino)-2-ethylbenzamide NCCCC(=O)NCCNC(C1=C(C=C(C=C1)NC=1C=2N(C=CN1)C(=CN2)C=2C(=NN(C2)CC#N)C(F)(F)F)CC)=O